2,6-dimethoxy-4-methyl-benzenesulfonamide COC1=C(C(=CC(=C1)C)OC)S(=O)(=O)N